(R,R) or (R,S)-4-(hydroxymethyl)-2-(2-hydroxypropan-2-yl)-N'-((3-methyl-1,2,3,5,6,7-hexahydrodicyclopenta[b,c]pyridin-8-yl)carbamoyl)thiazole-5-sulfonimidamide OCC=1N=C(SC1[S@@](=O)(N)=NC(NC=1CC2C3(C(=NCC2)[C@@H](CC3)C)C1)=O)C(C)(C)O |o1:21|